C(CCCCCC)C1CCC/C=C/CC(C[C@H](NC([C@@H](NC(O1)=O)CC(C)C)=O)C(=O)OCC)C(NC)=O Ethyl (4S,7S,E)-16-heptyl-4-isobutyl-9-(methylcarbamoyl)-2,5-dioxo-1-oxa-3,6-diazacyclohexadec-11-ene-7-carboxylate